1-quinazolin-4-yl-piperidine-3-carboxamide N1=CN=C(C2=CC=CC=C12)N1CC(CCC1)C(=O)N